FC(C1=C(C=C2CCCN(C2=C1)C1=CC2=C(N(C(N2CC)=O)C)C=C1)C=1C=NN(C1)C)F 5-[7-(difluoromethyl)-6-(1-methyl-pyrazol-4-yl)-3,4-dihydro-2H-quinolin-1-yl]-3-ethyl-1-methyl-benzimidazol-2-one